FC1=C(C(=C(C(=C1[B-](C1=C(C(=C(C(=C1F)F)F)F)F)(C1=C(C(=C(C(=C1F)F)F)F)F)C1=C(C(=C(C(=C1F)F)F)F)F)F)F)F)F.C(C1=CC=CC=C1)[Si+](CC1=CC=CC=C1)CC1=CC=CC=C1 tribenzyl-silylium tetrakis(pentafluorophenyl)borate